1-(2,2-difluoroethyl)-1H-pyrazolo[3,4-b]pyrazin FC(CN1N=CC=2C1=NC=CN2)F